BrC=1C=CC(=C(/C=N/O)C1)OC (E)-5-bromo-2-methoxybenzaldehyde oxime